C(C)(C)C1=NOC(=N1)N1CCC(CC1)C(COC)OC=1SC2=NC(=CC=C2N1)C1=CC=C(C=C1)S(=O)(=O)C 3-isopropyl-5-(4-(2-methoxy-1-((5-(4-(methylsulfonyl)phenyl)thiazolo[5,4-b]pyridin-2-yl)oxy)ethyl)piperidin-1-yl)-1,2,4-oxadiazole